N-4-methylbenzylene-3-(trimethoxysilyl)propane-1-amine CC1=CC=C(C=NCCC[Si](OC)(OC)OC)C=C1